2-(7-((2S,5R)-2,5-diethyl-4-(quinoxalin-6-ylmethyl)piperazin-1-yl)-4-methyl-5-oxo-4,5-dihydro-2H-pyrazolo[4,3-b]pyridin-2-yl)acetonitrile C(C)[C@@H]1N(C[C@H](N(C1)CC=1C=C2N=CC=NC2=CC1)CC)C=1C=2C(N(C(C1)=O)C)=CN(N2)CC#N